3-(3-aminoprop-1-yn-1-yl)benzamide NCC#CC=1C=C(C(=O)N)C=CC1